CC1=CC=C(C=C1)S(=O)(=O)[C@@]1(C=C)[C@@H](C(=CC=C1)OC)S(=O)(=O)C1=CC=C(C)C=C1 trans-1,2-di-p-toluenesulfonyl-3-methoxystyrene